4-[(2-{4-[5-chloro-2-(4-chloro-1H-1,2,3-triazol-1-yl)phenyl]-5-methoxy-2-oxopyridin-1(2H)-yl}-4-methoxybutyryl)amino]benzoic acid ClC=1C=CC(=C(C1)C1=CC(N(C=C1OC)C(C(=O)NC1=CC=C(C(=O)O)C=C1)CCOC)=O)N1N=NC(=C1)Cl